FC1=C(C(=O)O)C=CC=C1N(C(=O)C1=CC=C(C=C1)C#N)CCOCC 2-fluoro-3-[(2-ethoxyethyl)(4-cyanophenylcarbonyl)amino]benzoic acid